1,3-diiminoisoindolium acetate C(C)(=O)[O-].N=C1[NH2+]C(C2=CC=CC=C12)=N